butyl oxo-piperidine-1-carboxylate O=C1N(CCCC1)C(=O)OCCCC